1,4-bis(4-aminophenylmercapto)butane NC1=CC=C(C=C1)SCCCCSC1=CC=C(C=C1)N